4-(3-([1,1'-Biphenyl]-4-yl)-5-(4-hydroxy-3-methoxyphenyl)-4,5-dihydro-1H-pyrazol-1-yl)-4-oxobutanoic acid C1(=CC=C(C=C1)C1=NN(C(C1)C1=CC(=C(C=C1)O)OC)C(CCC(=O)O)=O)C1=CC=CC=C1